C(C)(CC)NC=1C2=C(N=C(N1)NC1=C(C=C(C=C1)S(=O)(=O)[C@H]1CNCCO1)OC)NC=C2C(F)(F)F (S)-N4-(sec-butyl)-N2-(2-methoxy-4-(morpholino-sulfonyl)phenyl)-5-(trifluoromethyl)-7H-pyrrolo[2,3-d]pyrimidine-2,4-diamine